1-Butyl-1-methylpyrrolidinium fluoride [F-].C(CCC)[N+]1(CCCC1)C